ClC1=C(C=C(C=C1)Cl)C1=NOC(C1)C(=O)O 3-(2,5-dichlorophenyl)-4,5-dihydro-1,2-oxazole-5-carboxylic acid